C(C)OC(=O)C1=NN(C(=C1)C)C1=CC=C(C=C1)CC1=CC=C(C=C1)Cl 1-(4-(4-chlorobenzyl)phenyl)-5-methyl-1H-pyrazole-3-carboxylic acid ethyl ester